ClC=1C(=CC(NC1)=O)O 5-chloro-4-hydroxy-2(1H)-pyridone